C(C)C1=NN2C(NC=3C(=C2)CNC3)=C1 2-ethyl-6,7-dihydro-4H-pyrazolo[1,5-a]pyrrolo[3,4-d]pyrimidine